(2S,8aR)-2-(ethylamino)hexahydroindolizin-5(1H)-one C(C)N[C@H]1C[C@H]2CCCC(N2C1)=O